BrC=1C(=NN2C1C(=NC=C2)Cl)C2=CC=C(C=C2)[N+](=O)[O-] 3-Bromo-4-chloro-2-(4-nitrophenyl)pyrazolo[1,5-a]pyrazine